3-(5-(1-(2-azaspiro[3.5]non-7-yl)piperidin-4-yl)-3-methyl-2-oxo-2,3-diHydro-1H-benzo[d]imidazol-1-yl)piperidine-2,6-dione C1NCC12CCC(CC2)N2CCC(CC2)C2=CC1=C(N(C(N1C)=O)C1C(NC(CC1)=O)=O)C=C2